6-(2-methoxyethoxy)-3-(3-{4-[3-(2-methyl-pyrimidin-4-yl)azetidine-1-carbonyl]phenyl}-1,2-oxazol-5-yl)-1H-indazole COCCOC1=CC=C2C(=NNC2=C1)C1=CC(=NO1)C1=CC=C(C=C1)C(=O)N1CC(C1)C1=NC(=NC=C1)C